N1CC(C1)C1=CC=C(C=C1)N1CC(C1)CS(=O)(=O)C 1-[4-(Azetidin-3-yl)phenyl]-3-(methylsulfonyl-methyl)azetidine